NC=1C(=C(C(=NC1)OC([2H])([2H])[2H])C1=CC=CC=C1)NCC1=CC=C(C=C1)S(=O)(=O)N 4-(((5-amino-2-(methoxy-d3)-3-phenylpyridin-4-yl)amino)methyl)benzenesulfonamide